(S)-7-chloro-8-((3-hydroxy-2-(pyrazin-2-yloxy)propyl)thio)-6-(trifluoromethyl)quinazoline-2,4(1H,3H)-dione ClC1=C(C=C2C(NC(NC2=C1SC[C@H](CO)OC1=NC=CN=C1)=O)=O)C(F)(F)F